3-bromo-5-hydroxy-(1,4)naphthoquinone BrC1=CC(C2=CC=CC(=C2C1=O)O)=O